C(C)(C)C1=C(C=CC(=C1)C)OS(=O)(=O)C(F)(F)F Trifluoro-methanesulfonic acid (2-isopropyl-4-methyl-phenyl) ester